6-chloro-3-(((R)-1-(3,6-dimethyl-2-((1R,5S,6S)-6-(4-methyl-1H-pyrazol-1-yl)-3-azabicyclo[3.1.0]hexan-3-yl)-4-oxo-3,4-dihydroquinazolin-8-yl)ethyl)amino)-N-(methylsulfonyl)picolinamide ClC1=CC=C(C(=N1)C(=O)NS(=O)(=O)C)N[C@H](C)C=1C=C(C=C2C(N(C(=NC12)N1C[C@@H]2C([C@@H]2C1)N1N=CC(=C1)C)C)=O)C